N-((4-aminopyrimidin-2-yl)methyl)-5-(2-ethoxypyridin-3-yl)-1-isopropyl-N-(4-methoxybenzyl)-3-methyl-1H-pyrazolo[4,3-b]pyridin-7-amine NC1=NC(=NC=C1)CN(C1=C2C(=NC(=C1)C=1C(=NC=CC1)OCC)C(=NN2C(C)C)C)CC2=CC=C(C=C2)OC